2-(2-ethoxypyridin-3-yl)-3'-ethyl-7-pyrrolidin-3-yl-1'-[2-(trifluoromethyl)phenyl]spiro[6H-1,7-naphthyridine-5,4'-piperidine]-8-one C(C)OC1=NC=CC=C1C1=NC=2C(N(CC3(C(CN(CC3)C3=C(C=CC=C3)C(F)(F)F)CC)C2C=C1)C1CNCC1)=O